FC(C=CC(=O)OCC)(F)F ethyl 4,4,4-trifluorobutenoate